(2S,4R)-1-((S)-2-amino-5-hydroxy-3,3-dimethylpentanoyl)-N-(4-ethynylbenzyl)-4-hydroxypyrrolidine-2-carboxamide N[C@H](C(=O)N1[C@@H](C[C@H](C1)O)C(=O)NCC1=CC=C(C=C1)C#C)C(CCO)(C)C